FC1(C(CCCC1)CC(=O)N1[C@@H]([C@H]2C([C@H]2C1)(C)C)C(=O)N[C@H](C=O)C[C@H]1C(NCC1)=O)F (1R,2S,5S)-3-(2-(2,2-Difluorocyclohexyl)acetyl)-6,6-dimethyl-N-((S)-1-oxo-3-((S)-2-oxopyrrolidin-3-yl)propan-2-yl)-3-azabicyclo[3.1.0]hexane-2-carboxamide